(R)-4-((dimethylamino)methyl)-N'-((1,2,3,5,6,7-hexahydro-dicyclopenta[b,e]pyridin-8-yl)carbamoyl)-N-methylbenzene-sulfonimidamide CN(C)CC1=CC=C(C=C1)[S@](=O)(NC)=NC(NC1=C2C(=NC3=C1CCC3)CCC2)=O